The molecule is a 3-hydroxy monocarboxylic acid consisting of cyclohexane carrying carboxymethyl and hydroxy substituents both at the 1-position. It derives from an acetic acid. C1CCC(CC1)(CC(=O)O)O